P(OC1=CC=C(C=C1)CCCCCCCCC)(OCC(CCCC)CC)=O mono-p-nonylphenyl (2-ethylhexyl) phosphonate